N-stearyloxytrimethylammonium chloride [Cl-].C(CCCCCCCCCCCCCCCCC)O[N+](C)(C)C